6-(2-Hydroxy-2-methylpropyloxy)-4-(6-(8-((6-methoxypyridin-3-yl)methyl)-3,8-diazabicyclo[3.2.1]oct-3-yl)pyridin-3-yl)pyrazolo[1,5-a]pyridine-3-carbonitrile OC(COC=1C=C(C=2N(C1)N=CC2C#N)C=2C=NC(=CC2)N2CC1CCC(C2)N1CC=1C=NC(=CC1)OC)(C)C